FC1=C(C(=O)N2CCC3(CN4N([C@@H](CC4)C4=CC(=CC(=C4)F)F)C3=O)CC2)C=C(C=C1)F (S)-1-(2,5-difluorobenzoyl)-7'-(3,5-difluorophenyl)dihydro-1'H,3'H,5'H-spiro[piperidine-4,2'-pyrazolo[1,2-a]pyrazol]-1'-one